3-(2-Chlorophenyl)-6-methyl-2-[1-(9H-purin-6-ylamino)ethyl]-4H-pyrido[1,2-a]pyrimidin-4-one Trifluoroacetic Acid Salt FC(C(=O)O)(F)F.ClC1=C(C=CC=C1)C1=C(N=C2N(C1=O)C(=CC=C2)C)C(C)NC2=C1N=CNC1=NC=N2